FC1=C(C=CC=C1)F ortho-difluorobenzene